5-(2-(piperazin-1-ylmethyl)-5-(trifluoromethyl)phenyl)pentanoic acid hydrochloride Cl.N1(CCNCC1)CC1=C(C=C(C=C1)C(F)(F)F)CCCCC(=O)O